rac-7-(4-azaspiro[2.5]octan-7-yl)-2-(8-methoxy-2-methyl-imidazo[1,2-b]pyridazin-6-yl)pyrido[1,2-a]pyrimidin-4-one C1CC12NCC[C@H](C2)C=2C=CC=1N(C(C=C(N1)C=1C=C(C=3N(N1)C=C(N3)C)OC)=O)C2 |r|